methyl 8-bromo-2-ethylsulfanyl-4-oxo-chromene-6-carboxylate BrC=1C=C(C=C2C(C=C(OC12)SCC)=O)C(=O)OC